1-(6-(3-Methyl-4-(5-methyl-1H-indazol-4-yl)quinolin-2-yl)-2,6-diazaspiro[3.4]octan-2-yl)prop-2-en-1-one CC=1C(=NC2=CC=CC=C2C1C1=C2C=NNC2=CC=C1C)N1CC2(CN(C2)C(C=C)=O)CC1